FC=1C=C2C(=C(NC2=C(C1)F)C1=CC=C(C=C1)F)C#CCC1(COC1)O 3-[3-[5,7-difluoro-2-(4-fluorophenyl)-1H-indol-3-yl]prop-2-ynyl]oxetan-3-ol